2-methyl-N-[(1R)-1-[3-(2-cyclopropyl-4-pyridyl)-1,2,4-thiadiazol-5-yl]ethyl]-5-(trifluoromethyl)pyrazole-3-carboxamide CN1N=C(C=C1C(=O)N[C@H](C)C1=NC(=NS1)C1=CC(=NC=C1)C1CC1)C(F)(F)F